2-methylpropan-2-yl (1S,2R,5R)-3-(5-bromo-2-chloro-8-fluoro-6-iodoquinazolin-4-yl)-2-(prop-2-enyl)-3,8-diazabicyclo[3.2.1]octane-8-carboxylate BrC1=C2C(=NC(=NC2=C(C=C1I)F)Cl)N1[C@@H]([C@@H]2CC[C@H](C1)N2C(=O)OC(C)(C)C)CC=C